The molecule is an N-acetyl-D-galactosamine having alpha-configuration at the anomeric centre. It has a role as an epitope. It derives from an alpha-D-galactosamine. CC(=O)N[C@@H]1[C@H]([C@H]([C@H](O[C@@H]1O)CO)O)O